ClC1=NC=C(C(=C1)C1=CC(=NN1COCC[Si](C)(C)C)C(=O)OC)F methyl 5-(2-chloro-5-fluoropyridin-4-yl)-1-[[2-(trimethylsilyl)ethoxy]methyl]pyrazole-3-carboxylate